C12C(CC(C(C1)C(=O)O)C(=O)O)O2 1,2-epoxycyclohexane-4,5-dicarboxylic acid